(2-methoxyphenylcarbonyl)boronic acid COC1=C(C=CC=C1)C(=O)B(O)O